Cl.NCCCCCCCNC(C[C@H]1C=2N(C3=C(C(=N1)C1=CC=C(C=C1)Cl)C(=C(S3)C)C)C(=NN2)C)=O (S)-N-(7-Aminoheptyl)-2-(4-(4-chlorophenyl)-2,3,9-trimethyl-6H-thieno[3,2-f][1,2,4]triazolo[4,3-a][1,4]diazepin-6-yl)acetamide hydrochloride